2,4-diethyl-1,6-diaminohexane C(C)C(CN)CC(CCN)CC